C(C)(C)(C)N(C(=O)OC(C1=NC2=C(N1)C=C(C(=C2C)C2=C(C=CC=C2)OC)C)C2=CC=C(C=C2)S(=O)(=O)CC)C=2N(N=C1C=C(C=CC21)CBr)C2=CC=CC=C2 (4-(ethylsulfonyl)phenyl)(5-(2-methoxyphenyl)-4,6-dimethyl-1H-benzo[d]imidazol-2-yl)methanol tert-Butyl-(6-(bromomethyl)-2-phenyl-2H-indazol-3-yl)carbamate